F[C@@H](C1=CC2=C(SC(=C2)C(=O)O)C=C1)P(=O)(OC1=CC=CC=C1)N[C@H](C(=O)OCCOC)COC 5-((1R)-fluoro((((S)-3-methoxy-1-(2-methoxyethoxy)-1-oxopropan-2-yl)amino)(phenoxy)phosphoryl)methyl)benzo[b]thiophene-2-carboxylic acid